ClC=1C(N(C(=CC1OC([2H])([2H])C1=NC=C(C=C1F)F)C)C1=CC(=NC=C1C)C(=O)O)=O (P)-3-chloro-4-((3,5-difluoropyridin-2-yl)methoxy-d2)-5',6-dimethyl-2-oxo-2H-[1,4'-bipyridine]-2'-carboxylic acid